[Cl-].C(CCCCCCC\C=C/CCCCCCCC)(=O)OCCN1C(N(CC1)CCO)CCCCCCCC\C=C/CCCCCCCC 1-[2-(oleoyloxy)ethyl]-2-oleyl-3-(2-hydroxyethyl)imidazoline chloride